NC=1C(=CC(=C(C1)C1=C(OCCNC(=O)C=2C=CC(=C(C(=O)O)C2)OC)C=CC=C1)F)F 5-[2-[2-(5-amino-2,4-difluoro-phenyl)phenoxy]ethylcarbamoyl]-2-methoxybenzoic acid